2-hydroxy-2,4-dimethyl-2,3,4,6,7,8-hexahydro-5H-chromen-5-one OC1(OC=2CCCC(C2C(C1)C)=O)C